C(C)N1CCN(CC1)C=1C=CC(=NC1)NC1=NC=C(C(=N1)C1=CC=2C(N(CC3(C2S1)CCCC3)C)=O)F 2'-(2-((5-(4-ethylpiperazin-1-yl)pyridin-2-yl)amino)-5-fluoropyrimidin-4-yl)-5'-methyl-5',6'-dihydro-4'H-spiro[cyclopentane-1,7'-thieno[3,2-c]pyridin]-4'-one